n-tetracosyl octyl ether C(CCCCCCC)OCCCCCCCCCCCCCCCCCCCCCCCC